1-(4-isobutylphenyl)-2-methylpropan-1-one C(C(C)C)C1=CC=C(C=C1)C(C(C)C)=O